3-methyl-5-nitro-1H-benzoimidazol-2-one CN1C(NC2=C1C=C(C=C2)[N+](=O)[O-])=O